O[C@H]1CN(CC[C@H]1NC1=NC=C(C=C1)C(F)(F)F)S(=O)(=O)C1=CC=C(C=C1)C1=NNC(=C1)C(=O)OC methyl 3-(4-(((3S,4R)-3-hydroxy-4-((5-(trifluoromethyl)pyridin-2-yl)amino)piperidin-1-yl)sulfonyl)phenyl)-1H-pyrazole-5-carboxylate